((4r,5s,7r,8r,9s,10r)-8,10-dihydroxy-7-(hydroxymethyl)-9-(4-(3,4,5-trifluorophenyl)-1H-1,2,3-triazol-1-yl)-1,6-dioxaspiro[4.5]dec-4-yl)-2-(3-(trifluoromethyl)phenyl)acetamide O[C@H]1[C@H](O[C@@]2([C@H](CCO2)C(C(=O)N)C2=CC(=CC=C2)C(F)(F)F)[C@@H]([C@H]1N1N=NC(=C1)C1=CC(=C(C(=C1)F)F)F)O)CO